4-(7-(3-Aminopiperidin-1-yl)-3-(4-(3-(dimethylamino)pyrrolidin-1-yl)-2-fluorophenyl)-3H-imidazo[4,5-b]pyridin-2-yl)-2-fluorobenzonitrile NC1CN(CCC1)C1=C2C(=NC=C1)N(C(=N2)C2=CC(=C(C#N)C=C2)F)C2=C(C=C(C=C2)N2CC(CC2)N(C)C)F